methyl 5-[3-[(2S)-2-[(tert-butoxycarbonyl) amino]-4-carbamoylbutoxy]-phenyl]pentanoate C(C)(C)(C)OC(=O)N[C@H](COC=1C=C(C=CC1)CCCCC(=O)OC)CCC(N)=O